3H-benzo[e][1,4]diazepine-3,5(4H)-dione N1=CC(NC(C2=C1C=CC=C2)=O)=O